4-Amino-2,3,5-trifluoro-benzoic acid methyl ester COC(C1=C(C(=C(C(=C1)F)N)F)F)=O